2-(2,3,4,5-tetrakis(10-methylphenazin-5(10H)-yl)phenyl)benzo[d]oxazole CN1C2=CC=CC=C2N(C=2C=CC=CC12)C1=C(C=C(C(=C1N1C=2C=CC=CC2N(C2=CC=CC=C12)C)N1C=2C=CC=CC2N(C2=CC=CC=C12)C)N1C=2C=CC=CC2N(C2=CC=CC=C12)C)C=1OC2=C(N1)C=CC=C2